N-((1r,4r)-4-(3-chloro-4-cyanophenoxy)cyclohexyl)-1-(4-((4-(2-(2,6-dioxopiperidin-3-yl)-1-oxoisoindolin-5-yl)piperazin-1-yl)methyl)cyclohexyl)-1H-pyrazole-3-carboxamide ClC=1C=C(OC2CCC(CC2)NC(=O)C2=NN(C=C2)C2CCC(CC2)CN2CCN(CC2)C=2C=C3CN(C(C3=CC2)=O)C2C(NC(CC2)=O)=O)C=CC1C#N